4-((4-(1-((5-hydroxy-6-oxo-1,6-dihydropyrimidin-4-yl)methyl)-3-isopropyl-2-oxoimidazolidin-4-yl)phenyl)ethynyl)-N-(2-methoxyethyl)benzamide OC1=C(N=CNC1=O)CN1C(N(C(C1)C1=CC=C(C=C1)C#CC1=CC=C(C(=O)NCCOC)C=C1)C(C)C)=O